CC1=C(C(=S)O)C=CC(=C1)C 2,4-dimethyl-thiobenzoic acid